4-(2-aminoethyl)-2,6-dimethylphenol NCCC1=CC(=C(C(=C1)C)O)C